ClC=1C=C(C=CC1F)N(S(=O)(=O)C1CCN(CC1)C1CN(C1)C(=O)OC(C)(C)C)CC1=C(C=C(C=C1)C=1OC(=NN1)C(F)F)F tert-butyl 3-(4-(N-(3-chloro-4-fluorophenyl)-N-(4-(5-(difluoromethyl)-1,3,4-oxadiazol-2-yl)-2-fluorobenzyl)sulfamoyl)piperidin-1-yl)azetidine-1-carboxylate